C1=CC=CC=2C3=CC=CC=C3C(C12)COC(=O)N[C@@H](COCCOCCOC)CN(CC(=O)OCCI)C(CN1C(NC(C(=C1)C)=O)=O)=O 2-iodoethyl (R)-10-((((9H-fluoren-9-yl)methoxy)carbonyl)amino)-12-(2-(5-methyl-2,4-dioxo-3,4-dihydropyrimidin-1(2H)-yl)acetyl)-2,5,8-trioxa-12-azatetradecan-14-oate